N,N-dibenzyltetrahydrofuran-3-carboxamide C(C1=CC=CC=C1)N(C(=O)C1COCC1)CC1=CC=CC=C1